FC(C=1N=C2N(C=CC(=C2)CC2CC3(CN(C3)C(=O)N3C[C@@H]4[C@@H](OCC(N4)=O)CC3)C2)C1)(F)F (4aR,8aS)-6-[6-[[2-(trifluoromethyl)imidazo[1,2-a]pyridin-7-yl]methyl]-2-azaspiro[3.3]heptane-2-carbonyl]-4,4a,5,7,8,8a-hexahydropyrido[4,3-b][1,4]oxazin-3-one